1-(2-chlorobenzyl)-N-(4-(ethylsulfonyl)benzyl)-1H-indole-5-carboxamide ClC1=C(CN2C=CC3=CC(=CC=C23)C(=O)NCC2=CC=C(C=C2)S(=O)(=O)CC)C=CC=C1